3-(3-fluoro-4-methoxyphenyl)-3-(5-(3-(5,6,7,8-tetrahydro-1,8-naphthyridin-2-yl)propyl)-1H-pyrazol-3-yl)propionic acid FC=1C=C(C=CC1OC)C(CC(=O)O)C1=NNC(=C1)CCCC1=NC=2NCCCC2C=C1